NC1=CC=C(OC2=CC=C(C=C2)C(C(F)(F)F)(C(F)(F)F)C2=CC=C(C=C2)C(C(F)(F)F)(C(F)(F)F)C2=CC=C(C=C2)OC2=CC=C(C=C2)N)C=C1 1,4-bis{2-[4-(4-aminophenoxy)phenyl]hexafluoropropan-2-yl}benzene